(Z)-3-chloroacrolein sodium [Na].Cl\C=C/C=O